COCN1N=CC2=CC=C(C=C12)B1OC(C(O1)(C)C)(C)C (methoxymethyl)-6-(4,4,5,5-tetramethyl-1,3,2-dioxaborolan-2-yl)-1H-indazole